FC(C1(CC1)C=1C=C(C=CC1)N1C(C2=CC(=CC(=C2C1)C(F)(F)F)CN1C[C@H](CC1)F)=O)(C1=NN=CN1C)F (S)-2-(3-(1-(difluoro(4-methyl-4H-1,2,4-triazol-3-yl)methyl)cyclopropyl)phenyl)-6-((3-fluoropyrrolidin-1-yl)methyl)-4-(trifluoromethyl)isoindolin-1-one